ClC1=NC(=C2C(=N1)NN=C2)N2CC1(C2)CCCCC1 6-chloro-4-(2-azaspiro[3.5]non-2-yl)-1H-pyrazolo[3,4-d]pyrimidine